TERT-BUTYL 4-(4-(3-FLUORO-6,7-DIHYDRO-5H-PYRROLO[3,4-B]PYRIDINE-6-CARBOXAMIDO)PHENYL)PIPERIDINE-1-CARBOXYLATE FC=1C=C2C(=NC1)CN(C2)C(=O)NC2=CC=C(C=C2)C2CCN(CC2)C(=O)OC(C)(C)C